CC=1N=CSC1C1=CC=C(CNC(OC(C)(C)C)=O)C=C1 Tert-butyl 4-(4-methylthiazol-5-yl)benzylcarbamate